5-nitro-1,3-benzenedicarboxylic acid dimethyl ester COC(=O)C1=CC(=CC(=C1)[N+](=O)[O-])C(=O)OC